4-chloro-5-fluoro-1'-(1H-indazole-5-carbonyl)-1-[2-[2-(methoxymethyl)pyrrolidin-1-yl]-2-oxoethyl]spiro[indole-3,4'-piperidin]-2-one ClC1=C2C(=CC=C1F)N(C(C21CCN(CC1)C(=O)C=1C=C2C=NNC2=CC1)=O)CC(=O)N1C(CCC1)COC